COC=1C=C(C(=CC1OC)N)N 4,5-dimethoxybenzene-1,2-diamine